C(#N)C[C@H]1CN(CCN1C(C=C)=O)C1=CC(=NC(=N1)OC[C@H]1N(CCC1)C(C)C)C(=O)NC1=CC(=CC2=CC=CC=C12)O 6-[(3S)-3-(cyanomethyl)-4-prop-2-enoyl-piperazin-1-yl]-N-(3-hydroxy-1-naphthyl)-2-[[(2S)-1-isopropylpyrrolidin-2-yl]methoxy]pyrimidine-4-carboxamide